ClC=1C(=NC(=NC1)NC1=CC=C(C=C1)N1CCN(CC1)C)C(=O)O 5-chloro-2-((4-(4-methylpiperazin-1-yl)phenyl)amino)pyrimidine-4-carboxylic acid